BrC1=C(C(=CC(=C1)Cl)O)N[C@H]1C[C@@](N(C1)C(=O)OC(C)(C)C)(COC1OCCCC1)C (2R,4S)-tert-butyl 4-((2-bromo-4-chloro-6-hydroxyphenyl)amino)-2-methyl-2-(((tetrahydro-2H-pyran-2-yl)oxy)methyl)pyrrolidine-1-carboxylate